CC1=C(OC2=C(C=C(C=C2C1=O)C)[C@@H](C)NC=1C(=NC=CC1)C(=O)NS(=O)(=O)C)C=1C=NC=CC1 3-[[(1R)-1-[3,6-Dimethyl-4-oxo-2-(3-pyridyl)chromen-8-yl]ethyl]amino]-N-methylsulfonyl-pyridine-2-carboxamide